monobromodiglycidyl-isocyanuric acid BrN1C(N(C(N(C1=O)CC1CO1)=O)CC1CO1)=O